ClC=1N=CC(=NC1)C(C)(C)O 2-(5-chloropyrazin-2-yl)propan-2-ol